4-(4-(5-(aminomethyl)-2-oxo-oxazolidine-3-yl)phenyl)morpholine-3-one hydrochloride Cl.NCC1CN(C(O1)=O)C1=CC=C(C=C1)N1C(COCC1)=O